4-((1-(pyrimidin-2-yl)ethyl)amino)quinolin-2(1H)-one N1=C(N=CC=C1)C(C)NC1=CC(NC2=CC=CC=C12)=O